2-Amino-N-[4-fluoro-2-methyl-5-[(1-pyrimidin-2-ylazetidin-3-yl)carbamoyl]phenyl]-1,3-thiazole-5-carboxamide NC=1SC(=CN1)C(=O)NC1=C(C=C(C(=C1)C(NC1CN(C1)C1=NC=CC=N1)=O)F)C